(R)-N-[(4-bromo-3-fluorophenyl)methylene]-2-methyl-propane-2-sulfinamide BrC1=C(C=C(C=C1)C=N[S@](=O)C(C)(C)C)F